6-(2-{5-[(2S,5R)-5-amino-2-methylpiperidine-1-carbonyl]-7-methoxy-1-methyl-1H-1,3-benzodiazol-2-yl}-1-(cyclopropylmethyl)-1H-pyrrolo[2,3-b]pyridin-6-yl)-1,2-dihydroisoquinolin-1-one N[C@@H]1CC[C@@H](N(C1)C(=O)C1=CC2=C(N(C(=N2)C2=CC=3C(=NC(=CC3)C=3C=C4C=CNC(C4=CC3)=O)N2CC2CC2)C)C(=C1)OC)C